5-fluoro-4-oxo-3-(2-(1-oxo-6-(2-oxo-2,3-dihydro-1H-benzo[d]imidazol-5-yl)isoindolin-2-yl)butanamido)pentanoic acid FCC(C(CC(=O)O)NC(C(CC)N1C(C2=CC(=CC=C2C1)C1=CC2=C(NC(N2)=O)C=C1)=O)=O)=O